1-methyl-6-[4-(2-tetrahydrofuran-3-yloxyethoxy)phenoxy]indazole-5-carboxamide CN1N=CC2=CC(=C(C=C12)OC1=CC=C(C=C1)OCCOC1COCC1)C(=O)N